C[Ti](NC1CC1)(C1(C(=C(C(=C1)C)C)C)C)[SiH2]C1=CC=CC=C1 methylphenylsilyl-(tetramethylcyclopentadienyl)(cyclopropylamino)titanium